BrC1=CC=C2C(OC(C2=C1)=CC=1C=CC(=C(C(=O)N2CC(N(CC2)C2=CC=C(C=N2)C#N)C)C1)F)=O 6-[4-[5-[(6-bromo-3-oxo-isobenzofuran-1-ylidene)methyl]-2-fluoro-benzoyl]-2-methyl-piperazin-1-yl]pyridine-3-carbonitrile